C(C=CCCCCC)(N)(N)N octenetriamine